ethyl 3-(3-(1-cyano-1-(2-(2-fluoro-5-((4,6,7-trifluoro-1H-indol-5-yl)oxy)phenyl)-1H-imidazol-5-yl)ethyl-2,2,2-d3)phenyl)propanoate C(#N)C(C([2H])([2H])[2H])(C1=CN=C(N1)C1=C(C=CC(=C1)OC=1C(=C2C=CNC2=C(C1F)F)F)F)C=1C=C(C=CC1)CCC(=O)OCC